3-(1-(4-methyl-1H-pyrazol-3-yl)propan-2-yl)aniline CC=1C(=NNC1)CC(C)C=1C=C(N)C=CC1